O=C1NC2(CN(C2)C(=O)O[C@@H]2C[C@H](C2)OC2=C(C(=C(C=C2)F)F)F)CO1 trans-3-(2,3,4-trifluorophenoxy)cyclobutyl 6-oxo-7-oxa-2,5-diazaspiro[3.4]octane-2-carboxylate